1-(2,4-dinitrophenyl)-4,4'-bipyridyl [N+](=O)([O-])C1=C(C=CC(=C1)[N+](=O)[O-])N1CC=C(C=C1)C1=CC=NC=C1